O[C@@H]1CC[C@]2(OC=3C4=C(C=C(C3C[C@@H]2C1(C)C)OCOC)OC(=CC4=O)C4=CC=CC=C4)C |o1:1,4,13| (7aR*,9R*,11aR*)-9-hydroxy-6-(methoxymethoxy)-8,8,11a-trimethyl-3-phenyl-7a,8,9,10,11,11a-hexahydro-1H,7H-pyrano[2,3-c]xanthen-1-one